N1(C=NC=C1)C=1C=C(CN(C2=CC(=NC=C2)COCCOCC2=CC(=CC=C2)OC)CC2=CC(=CC=C2)OC)C=CC1 N-(3-(1H-imidazol-1-yl)benzyl)-N-(3-methoxybenzyl)-2-((2-(3-methoxybenzyloxy)ethoxy)methyl)pyridin-4-amine